C(CCCCCCCCCCC)C1CCC(C=2C(=CC=CC12)N)CCCCCCCC 1-dodecyl-4-octyltetralin-5-amine